CNC=1N=C(C(=NC1C=1C2=C(C=NC1)N(C=N2)C)C(=O)N)NC2=CC=C(C=C2)N2[C@@H]1CO[C@H](C2)C1 5-(Methylamino)-6-(3-methylimidazo[4,5-c]pyridin-7-yl)-3-[4-[(1S,4S)-2-oxa-5-azabicyclo[2.2.1]heptan-5-yl]anilino]pyrazine-2-carboxamide